N-[(3-oxoindan-1-yl)amino]Carbamic acid tert-butyl ester C(C)(C)(C)OC(NNC1CC(C2=CC=CC=C12)=O)=O